BrC1=CC=C(C=C1)C(C)(C)N1CCN(CC1)S(=O)(=O)C1=CC=C(C=C1)C 1-[1-(4-bromophenyl)-1-methyl-ethyl]-4-(p-tolylsulfonyl)piperazine